1,3-dimethyl-2-ethylimidazolinium C[NH+]1C(N(CC1)C)CC